ClC1=NC=C(C(=O)NC2=C(C=CC(=C2)N2N=NC(=C2)C(NCCCN2CCOCC2)=O)N2CCN(CC2)C)C(=C1)C(F)(F)F 6-chloro-N-(2-(4-methylpiperazin-1-yl)-5-(4-((3-morpholinopropyl)carbamoyl)-1H-1,2,3-triazol-1-yl)phenyl)-4-(trifluoromethyl)nicotinamide